COC1=C(OC=2C=C(N)C=CC2C)C=C(C=C1)C(F)(F)F 3-[2-methoxy-5-(trifluoromethyl)phenoxy]-4-methyl-aniline